C(#N)C(CNC=1C(=CC=C2C=CC(=CC12)C1=CC=CC(=N1)C(=O)NC)OC)=C 6-{8-[(2-cyano-2-methylideneethyl)amino]-7-methoxynaphthalen-2-yl}-N-methylpyridine-2-carboxamide